[Cr].[Ni].FC1=C(C=C(C(=C1)OCC1=CC=C(C=C1)F)F)N1CC(CC1)O 1-(2,5-difluoro-4-((4-fluorobenzyl)oxy)phenyl)pyrrolidin-3-ol Nickel-chromium